N-(2-fluoro-4-(2-methylpiperazin-1-yl)phenyl)-7-methoxy-2-methylimidazo[1,2-a]pyridine-6-carboxamide FC1=C(C=CC(=C1)N1C(CNCC1)C)NC(=O)C=1C(=CC=2N(C1)C=C(N2)C)OC